3-(2,2-diphenyl-2-(1-(propylthio)propoxy)acetoxy)spiro[bicyclo[3.2.1]octane-8,1'-pyrrolidin]-8-ium trifluoroacetate FC(C(=O)[O-])(F)F.C1(=CC=CC=C1)C(C(=O)OC1CC2CCC(C1)[N+]21CCCC1)(OC(CC)SCCC)C1=CC=CC=C1